C(C1=CC=CC=C1)C1=C(N=NN1C)C(=O)N[C@@H](C)C1=CC=C(C=C1)C#CC1=NC=CC=C1 (S)-5-Benzyl-1-methyl-N-(1-(4-(pyridin-2-ylethynyl)phenyl)ethyl)-1H-1,2,3-triazole-4-carboxamide